C1(CC1)\C=C/1\[C@H]2[C@@H]([C@@H]([C@@H]1CC2)NC(C2=C(C=CC(=C2)C2N(C(C(C2)O)=O)C)OC)=O)C(=O)NC2=CC(=C(C=C2)F)C(F)(F)F (1R,2S,3R,4R,Z)-7-(cyclopropylmethylene)-N-(4-fluoro-3-(trifluoromethyl)phenyl)-3-(5-(4-hydroxy-1-methyl-5-oxopyrrolidin-2-yl)-2-methoxybenzamido)bicyclo[2.2.1]heptane-2-carboxamide